3-(4-allyl-3-methyl-2-oxo-benzimidazol-1-yl)piperidine-2,6-dione C(C=C)C1=CC=CC=2N(C(N(C21)C)=O)C2C(NC(CC2)=O)=O